ClC=1N=CC2=C(N1)C1(OC2)CCC1 2'-chloro-5'H-spiro[cyclobutane-1,7'-furo[3,4-d]pyrimidine]